C(#N)C1=NN2C(N=CC=C2)=C1C(=O)NC1=CC2=CN(N=C2C=C1)C1CCC(CC1)CN1CCC(CC1)C1=CC=C2C(=CN=CC2=C1)N1C(NC(CC1)=O)=O cyano-N-[2-[4-[[4-[4-(2,4-dioxohexahydropyrimidin-1-yl)-7-isoquinolyl]-1-piperidyl]methyl]cyclohexyl]indazol-5-yl]pyrazolo[1,5-a]pyrimidine-3-carboxamide